2-(5-fluoro-2-methylquinolin-3-yl)acetic acid FC1=C2C=C(C(=NC2=CC=C1)C)CC(=O)O